4-(9-(cyclopropylmethyl)-6-(2-(3-methylbenzylidene)hydrazinyl)-9H-purin-2-yl)morpholine C1(CC1)CN1C2=NC(=NC(=C2N=C1)NN=CC1=CC(=CC=C1)C)N1CCOCC1